CC=1SC(=CC1NC(NS(N(C1CN(CCC1)C)C=1C=NN(C1)C)(=O)=O)=O)C 3-(2,5-Dimethylthiophene-3-yl)-1-[(1-methyl-1H-pyrazol-4-yl)(1-methylpiperidin-3-yl)sulfamoyl]urea